(4-methyl-5-piperazin-1-yl-2-pyridinyl)pyrimidin-2-amine CC1=CC(=NC=C1N1CCNCC1)C1=NC(=NC=C1)N